4-[4-(2-aminoethyl)phenyl]-3-[2-methyl-6-(3,3,4,4-tetrafluoropyrrolidin-1-yl)pyrimidin-4-yl]oxybenzonitrile NCCC1=CC=C(C=C1)C1=C(C=C(C#N)C=C1)OC1=NC(=NC(=C1)N1CC(C(C1)(F)F)(F)F)C